COC=1C=C(C=NC1)C(N1C(NC(CC1=O)(C)C)=[NH2+])[C@H]1[C@@H](C1)C(N[C@H]1C[C@@H](OC2=CC=CC=C12)C(F)(F)F)=O [1-[(5-methoxy-3-pyridyl)-[(1R,2R)-2-[[(2R,4S)-2-(trifluoromethyl)chroman-4-yl]carbamoyl]cyclopropyl]methyl]-4,4-dimethyl-6-oxo-hexahydropyrimidin-2-ylidene]ammonium